platinum (0) tetramethyldivinyldisiloxane C[Si](O[Si](C=C)(C=C)C)(C)C.[Pt]